1-acetyl-N-((S)-1-(4-((4-cyclopropyl-1,5-naphthyridin-3-yl)amino)phenyl)-2,2,2-trifluoroethyl)-N-methylpyrrolidine-3-carboxamide C(C)(=O)N1CC(CC1)C(=O)N(C)[C@H](C(F)(F)F)C1=CC=C(C=C1)NC=1C=NC2=CC=CN=C2C1C1CC1